(S)-N-(3,3-difluoro-1-methylpiperidin-4-yl)-4-methoxy-5-(quinoxalin-6-yl)pyrrolo[2,1-f][1,2,4]triazin-2-amine FC1(CN(CC[C@@H]1NC1=NN2C(C(=N1)OC)=C(C=C2)C=2C=C1N=CC=NC1=CC2)C)F